3-((3-((1-(benzyl-Oxycarbonyl)piperidin-4-yl)oxy)-3-oxopropyl)amino)-7-trifluoromethoxy-benzo[e][1,2,4]triazine-1-Oxide C(C1=CC=CC=C1)OC(=O)N1CCC(CC1)OC(CCNC=1N=[N+](C2=C(N1)C=CC(=C2)OC(F)(F)F)[O-])=O